COC1=NC(=NN2C1=C(C=C2)C2=CC=1N(C=C2)N=CC1)N[C@@H]1CC[C@@H](CC1)OCCOC 4-Methoxy-N-(cis-4-(2-methoxyethoxy)cyclohexyl)-5-(pyrazolo[1,5-a]pyridin-5-yl)pyrrolo[2,1-f][1,2,4]triazin-2-amine